C(C)(C)(C)C=1C=NNC1N=C(N)C=1C=NC=C(C1)F N'-(4-tert-butyl-1H-pyrazol-5-yl)-5-fluoro-pyridine-3-carboxamidine